C12(CC(C1)C2)NC(O[C@H]2C[C@H](CC2)C2=NNC(=C2)NC2=NN(C(C=C2)=O)C)=O (1R,3S)-3-(5-((1-methyl-6-oxo-1,6-dihydropyridazin-3-yl)amino)-1H-pyrazol-3-yl)cyclopentyl bicyclo[1.1.1]pentan-1-ylcarbamate